3-((4-(5-chloro-2-((6-(fluoromethyl)morpholin-2-yl)methyl)-3-methylphenyl)pyrrolo[2,1-f][1,2,4]triazin-6-yl)methyl)-6,6-dimethyl-3-azabicyclo[3.1.0]hexane-2,4-dione hydrochloride Cl.ClC=1C=C(C(=C(C1)C1=NC=NN2C1=CC(=C2)CN2C(C1C(C1C2=O)(C)C)=O)CC2CNCC(O2)CF)C